C(C)(C)(C)C1=NC=2N(C(C=CC2)=O)C1 2-(Tert-butyl)-5-oxoimidazo[1,2-a]pyridin